isoleucyl-proline N[C@@H]([C@@H](C)CC)C(=O)N1[C@@H](CCC1)C(=O)O